C1(CCCCCC1)C=1N=C(C2=C(C=NNC2=O)N1)NC1=CC=C(CN2CCC(CC2)CC(=O)O)C=C1 2-(1-(4-((2-cycloheptyl-5-oxo-5,6-dihydropyrimido[4,5-d]pyridazin-4-yl)amino)benzyl)piperidin-4-yl)acetic acid